C1(CCC1)N1C(=NC2=C1C=C(C=C2)C(C)(C)O)NC(CC(C)(C)C)=O N-(1-cyclobutyl-6-(2-hydroxypropan-2-yl)-1H-benzo[d]imidazol-2-yl)-3,3-dimethylbutanamide